COC=1C=C2C=C(C(=NC2=CC1OC)C1=CC=CC=C1)NC(=O)N[C@@H]1CN(C[C@H]1C=1C=NN(C1)C)CCOC 1-(6,7-dimethoxy-2-phenylquinolin-3-yl)-3-((3S,4R)-1-(2-methoxyethyl)-4-(1-methyl-1H-pyrazol-4-yl)pyrrolidin-3-yl)urea